1-(9Z-tetradecenoyl)-2-(9Z-hexadecenoyl)-glycero-3-phosphoserine CCCCCC/C=C\CCCCCCCC(=O)O[C@H](COC(=O)CCCCCCC/C=C\CCCC)COP(=O)(O)OC[C@@H](C(=O)O)N